C(C)N1CCC(CC1)(C)C(=O)N1[C@H](COC2=C(C1)C(=CC(=C2)C2=NOC(=N2)C(F)(F)F)F)C (S)-(1-ethyl-4-methylpiperidin-4-yl)(6-fluoro-3-methyl-8-(5-(trifluoromethyl)-1,2,4-oxadiazol-3-yl)-2,3-dihydrobenzo[f][1,4]oxazepin-4(5H)-yl)methanone